(3,5-dichloro-4-(6-((6-methylpyrimidin-4-yl)amino)-1H-pyrazolo[4,3-c]pyridin-1-yl)phenyl)methanol ClC=1C=C(C=C(C1N1N=CC=2C=NC(=CC21)NC2=NC=NC(=C2)C)Cl)CO